N1S(NC[C@]12CNCCC2)(=O)=O (S)-2-thia-1,3,7-triazaspiro[4.5]decane 2,2-dioxide